8-fluoro-3-morpholinoquinolin-6-ol FC=1C=C(C=C2C=C(C=NC12)N1CCOCC1)O